4-(2-phenylethynyl)-1H-pyrazole-1-carboxylic acid C1(=CC=CC=C1)C#CC=1C=NN(C1)C(=O)O